N=1NN=C(C1)CNC1=NC=C(C2=CC=CC=C12)C(C)NC N-((2H-1,2,3-triazol-4-yl)methyl)-4-(1-(methylamino)ethyl)isoquinolin-1-amine